C(#N)C=1C=C(C=NC1)B(O)O (5-cyanopyridin-3-yl)boronic acid